1-tert-butoxycarbonyl-3-[(1-methylpyrazol-3-yl)methyl]azetidine-3-carboxylic acid C(C)(C)(C)OC(=O)N1CC(C1)(C(=O)O)CC1=NN(C=C1)C